OCC12CC(C1)(C2)C2=C1CCN(C1=CC=C2)C=2C=C(C=1N(N2)C(=CN1)C(N[C@H]1[C@@H](CC1)OC)=O)N(C(OC(C)(C)C)=O)C tert-butyl N-(6-{4-[3-(hydroxymethyl)bicyclo[1.1.1]pentan-1-yl]-2,3-dihydroindol-1-yl}-3-{[(1R,2R)-2-methoxycyclobutyl]carbamoyl}imidazo[1,2-b]pyridazin-8-yl)-N-methylcarbamate